The molecule is a monoterpenoid indole alkaloid with formula C21H24N2O3, isolated from the seeds of Strychnos nux-vomica. It has a role as a plant metabolite. It is a delta-lactam, a monoterpenoid indole alkaloid, an olefinic compound, an organic heterohexacyclic compound, a primary alcohol, a tertiary amino compound and a hemiaminal. C1CC(=O)N2[C@H]3[C@H]1[C@H]\\4C[C@]5([C@@]3(CCN5C/C4=C/CO)C6=CC=CC=C62)O